[N+](=O)([O-])C=1C=C2C=CC(NC2=C(C1)C(=O)O)=O 6-nitro-2-oxo-1H-quinoline-8-carboxylic acid